((3S,4S)- and (3R,4R)-1-benzyl-4-methylpyrrolidin-3-yl)methanol C(C1=CC=CC=C1)N1C[C@H]([C@@H](C1)C)CO |r|